7-[carboxy(difluoro)methyl]-2-methoxyquinoline-3-carboxylic acid C(=O)(O)C(C1=CC=C2C=C(C(=NC2=C1)OC)C(=O)O)(F)F